acryloxy-ethyldimethyl(3-trimethoxysilylpropyl)ammonium chloride [Cl-].C(C=C)(=O)OC[N+](CCC[Si](OC)(OC)OC)(C)CC